CC(CN)CCCCCCN 2-methyl-1,8-diaminooctane